N-((3-methylfuran-2-yl)methyl)-9H-purin-6-amine CC1=C(OC=C1)CNC1=C2N=CNC2=NC=N1